(1R,2S,3R,5R)-3-(4-amino-5-(4-benzylthiazol-2-yl)-2-chloro-7H-pyrrolo[2,3-d]pyrimidin-7-yl)-5-((S)-1-methylpiperidin-3-yl)cyclopentane-1,2-diol NC=1C2=C(N=C(N1)Cl)N(C=C2C=2SC=C(N2)CC2=CC=CC=C2)[C@H]2[C@@H]([C@@H]([C@H](C2)[C@H]2CN(CCC2)C)O)O